4-(1,3-dioxoisoindolin-2-yl)butane-1-sulfonyl chloride O=C1N(C(C2=CC=CC=C12)=O)CCCCS(=O)(=O)Cl